C(C)(C)(C)OC(=O)NC1=CC(=C2C(=C1)N(C(C21CCOCC1)=O)C(=O)OC(C)(C)C)F tert-Butyl 6-(tert-butoxycarbonylamino)-4-fluoro-2-oxospiro[indoline-3,4'-tetrahydropyran]-1-carboxylate